4-((1R,5S)-3,8-Diazabicyclo[3.2.1]octan-3-yl)-7-(7,8-difluoro-3-hydroxynaphthalen-1-yl)-2-((((S)-1-methylpyrrolidin-2-yl)methyl)thio)-6,7-dihydropyrido[3,4-d]pyrimidin-8(5H)-one [C@H]12CN(C[C@H](CC1)N2)C=2C1=C(N=C(N2)SC[C@H]2N(CCC2)C)C(N(CC1)C1=CC(=CC2=CC=C(C(=C12)F)F)O)=O